N-(2-chloropyrimidin-4-yl)-8-methylcinnolin-4-amine ClC1=NC=CC(=N1)NC1=CN=NC2=C(C=CC=C12)C